2-[3,5-Difluoro-4-[(5-isoquinolin-1-yl-tetrazol-2-yl)methyl]phenyl]-5-(difluoromethyl)-1,3,4-oxadiazole FC=1C=C(C=C(C1CN1N=C(N=N1)C1=NC=CC2=CC=CC=C12)F)C=1OC(=NN1)C(F)F